N-[3-(1H-1,3-benzodiazol-2-yl)phenyl]-4-(benzyloxy)-3-methoxybenzamide N1C(=NC2=C1C=CC=C2)C=2C=C(C=CC2)NC(C2=CC(=C(C=C2)OCC2=CC=CC=C2)OC)=O